ClC1=CC=C(C=C1)NC(N)=O 3-(4-chlorophenyl)urea